8-(6-cyclopropyl-2,6-diazaspiro[3.3]heptan-2-yl)-N-(1-(methylsulfonyl)piperidin-4-yl)pyrido[3,4-d]pyrimidin-2-amine C1(CC1)N1CC2(CN(C2)C2=NC=CC3=C2N=C(N=C3)NC3CCN(CC3)S(=O)(=O)C)C1